8'-Bromo-7'-fluoro-3'-methylspiro[oxetane-3,1'-pyrrolo[2,3-c]quinolin]-2'(3'H)-one BrC1=CC=2C3=C(C=NC2C=C1F)N(C(C31COC1)=O)C